(2S,3S)-2-[(2S)-2-amino-5-[(1,3-thiazol-2-yl)amino]pentanamido]-N,3-dimethyl-pentanamide N[C@H](C(=O)N[C@H](C(=O)NC)[C@H](CC)C)CCCNC=1SC=CN1